O=C1N(CC(N1)=O)N=CC=1C=C(C(=O)NC2=CC=C(C=C2)N2CCCC2)C=C(C1O)F 3-(((2,4-dioxoimidazolidin-1-yl)imino)methyl)-5-fluoro-4-hydroxy-N-(4-(pyrrolidin-1-yl)phenyl)benzamide